C(N)(O[C@H]1CCC[C@@H]2N(C1=O)[C@@H](CC2)C(=O)N2C1(CC1)[C@@H]([C@H](C2)C=2C=NC=C(C2)OC)C#N)=O ((3s,6s,9as)-3-((6s,7r)-7-cyano-6-(5-methoxypyridin-3-yl)-4-azaspiro[2.4]heptane-4-carbonyl)-5-oxooctahydro-1H-pyrrolo[1,2-a]azepin-6-yl) carbamate